((1E,3Z)-3-(3-((E)-4-((L-valyl)oxy)benzylidene)-2-oxocyclohexylidene)-3-hydroxyprop-1-en-1-yl)phenyl L-valinate HCl salt Cl.N[C@@H](C(C)C)C(=O)OC1=C(C=CC=C1)\C=C\C(\O)=C/1\C(/C(/CCC1)=C/C1=CC=C(C=C1)OC([C@@H](N)C(C)C)=O)=O